C(C)NC(CC(=O)O)C 3-(ETHYLAMINO)BUTANOIC ACID